(2R)-N-[2-(1-benzylpiperidin-4-yl)ethyl]-4-{5-cyano-4-[(2,2,2-trifluoroethyl)amino]pyrimidin-2-yl}-2-methylpiperazine-1-carboxamide C(C1=CC=CC=C1)N1CCC(CC1)CCNC(=O)N1[C@@H](CN(CC1)C1=NC=C(C(=N1)NCC(F)(F)F)C#N)C